C(CCC)(=O)[O-].[NH+]1=C(C=CC=C1)C α-picolinium butyrate